2,6-Dimethyl-3-nitro-N-(2-(pyridin-2-yl)ethyl)benzenesulfonamide CC1=C(C(=CC=C1[N+](=O)[O-])C)S(=O)(=O)NCCC1=NC=CC=C1